N-(4-amino-trans-cyclohexyl)-2-(4-decyloxy)phenyl-N-methylacetamide N[C@@H]1CC[C@H](CC1)N(C(CC1=C(C=CC=C1)OC(CCC)CCCCCC)=O)C